ClC1=CC=C(C=N1)NC1=NC=CC2=CC(=CC=C12)OCC1(CCOCC1)F N-(6-chloropyridin-3-yl)-6-((4-fluorotetrahydro-2H-pyran-4-yl)methoxy)isoquinolin-1-amine